IC#CC1CCN(CC1)C(=O)OC(C)(C)C Tert-butyl 4-(2-iodoethynyl)piperidine-1-carboxylate